(N-[4-amino-5-[6-(difluoromethoxy)pyridine-3-carbonyl]thiazol-2-yl]-4-chloro-3-fluoro-anilino)propanamide NC=1N=C(SC1C(=O)C=1C=NC(=CC1)OC(F)F)N(C1=CC(=C(C=C1)Cl)F)C(C(=O)N)C